C(#N)C1=CC=C(C=C1)CN1N=C(C(=C1)C(=O)NC1=NC(=CC=C1)C=1N2C(=NN1)CC[C@@H]2C)OC (S)-1-(4-cyanophenylmethyl)-3-methoxy-N-(6-(5-methyl-6,7-dihydro-5H-pyrrolo[2,1-c][1,2,4]triazol-3-yl)pyridin-2-yl)-1H-pyrazole-4-carboxamide